N-(2-(3,3-difluoropyrrolidin-1-yl)-4-(2-fluorophenyl)pyridin-3-yl)pyrazolo[1,5-a]pyrimidine-3-carboxamide FC1(CN(CC1)C1=NC=CC(=C1NC(=O)C=1C=NN2C1N=CC=C2)C2=C(C=CC=C2)F)F